CC=1N(C(N(N1)C1=CC(=C(C=C1)OC1=C(N=C(S1)Br)C)F)=O)CC1=CC=C(C=C1)OC methyl-2-(4-((2-bromo-4-methylthiazol-5-yl)oxy)-3-fluorophenyl)-4-(4-methoxybenzyl)-2,4-dihydro-3H-1,2,4-triazol-3-one